3-(4-chlorophenyl)azetidine-3-ol trifluoroacetate FC(C(=O)O)(F)F.ClC1=CC=C(C=C1)C1(CNC1)O